(3S)-tert-butyl 3-methyl-6-(2-(tetrahydrofuran-3-yl)benzo[d]thiazol-5-yl)-3,4-dihydropyridine-1(2H)-carboxylate C[C@@H]1CN(C(=CC1)C=1C=CC2=C(N=C(S2)C2COCC2)C1)C(=O)OC(C)(C)C